N-(3-methoxybenzyl)-N-(4-(4-methylpiperazin-1-yl)benzyl)-2-((2-morpholinoethoxy)methyl)pyridin-4-amine COC=1C=C(CN(C2=CC(=NC=C2)COCCN2CCOCC2)CC2=CC=C(C=C2)N2CCN(CC2)C)C=CC1